ClC1=C2C(C[C@@]3(CC4(OCCO4)CCC3)C2=CC=C1)(O)C (1S)-4-chloro-3-methyl-2,3-dihydro-dispiro[indene-1,1'-cyclohexane-3',2''-[1,3]dioxolan]-3-ol